C(OCC1=CC=C(C=C1)NC([C@H](CC(NC(C1=CC=CC=C1)(C1=CC=CC=C1)C1=CC=CC=C1)=O)NC([C@H](C)NC([C@H](C)NC(=O)OC(C)(C)C)=O)=O)=O)(OC1=CC=C(C=C1)[N+](=O)[O-])=O {4-[(2S)-2-[(2S)-2-[(2S)-2-{[(tert-butoxy)carbonyl]amino}propanamido]propanamido]-3-[(triphenylmethyl)carbamoyl]propanamido]phenyl}methyl 4-nitrophenyl carbonate